ClC=1C=CC(=C(C1)C1=CC(=C(N=N1)SCCO)NC1=CC(=NC=C1)NC(=O)[C@@H]1C[C@H](C1)N1CCN(C2(CCC2)C1)C)F Trans-N-(4-{[6-(5-chloro-2-fluorophenyl)-3-[(2-hydroxy-ethyl)sulfanyl]pyridazin-4-yl]-amino}pyridin-2-yl)-3-{5-methyl-5,8-diazaspiro[3.5]-nonan-8-yl}cyclobutane-1-carboxamide